F[C@H]1[C@@H](CCC1)N1C=C(C=C1)C(=O)O.[Ir+] Iridium (i) trans-1-[(1R)-2-fluorocyclopentyl]pyrrole-3-carboxylic acid